methyl (S)-2-((1-(1-(4-chloro-2-fluorobenzyl)-4-methyl-1H-pyrazole-3-carbonyl)piperidin-4-yl)methyl)-3-(oxetan-2-ylmethyl)-3H-imidazo[4,5-b]pyridine-5-carboxylate ClC1=CC(=C(CN2N=C(C(=C2)C)C(=O)N2CCC(CC2)CC2=NC=3C(=NC(=CC3)C(=O)OC)N2C[C@H]2OCC2)C=C1)F